C(C)(C)OC(CC)C1=NC=C(C=N1)C isopropoxy-1-(5-methylpyrimidin-2-yl)propane